C1(CCCC1)NC=1C=C(C=C(C1)C1(CC(C1)C)C1=NN=CN1C)N1C(C2=CC(=CC(=C2C1)C(F)(F)F)CNC1(CCC1)C)=O 2-(3-(cyclopentylamino)-5-((1r,3r)-3-methyl-1-(4-methyl-4H-1,2,4-triazol-3-yl)cyclobutyl)phenyl)-6-(((1-methylcyclobutyl)amino)methyl)-4-(trifluoromethyl)-isoindolin-1-one